N-[1-[1-[2-[1-(3,5-Dimethyl-2-pyridyl)-4-piperidyl]ethyl]-4,5,6,7-tetrahydroindazol-3-carbonyl]-4-piperidyl]acetamid CC=1C(=NC=C(C1)C)N1CCC(CC1)CCN1N=C(C=2CCCCC12)C(=O)N1CCC(CC1)NC(C)=O